FC(C(C(F)(F)F)C1=CC=C(C=C1)O)(F)F hexafluoro-2-(4-hydroxyphenyl)propan